ClC1=C(C=CC=C1B(O)O)C1=CC=CC=C1 chlorobiphenyl-3-boronic acid